2-(3-(5-amino-6-(2-cyclopropylthiazol-5-yl)pyrazin-2-yl)-4-methylphenyl)-3,3,3-trifluoro-2-hydroxypropanamide trifluoroacetate FC(C(=O)O)(F)F.NC=1N=CC(=NC1C1=CN=C(S1)C1CC1)C=1C=C(C=CC1C)C(C(=O)N)(C(F)(F)F)O